O1C(OCC1)C1=CC=C(S1)CCCCN1CCOCC1 4-(4-(5-(1,3-dioxolan-2-yl)thiophen-2-yl)butyl)morpholin